glycidyloxynaphthalene C(C1CO1)OC1=CC=CC2=CC=CC=C12